1-(2-fluorophenyl)-3-[1-(4-methylphenyl)-5-oxopyrrolidin-3-yl]urea FC1=C(C=CC=C1)NC(=O)NC1CN(C(C1)=O)C1=CC=C(C=C1)C